N1(CCCC1)C(=O)C1CCNCC1 4-piperidinyl (1-pyrrolidinyl) ketone